C[C@@H]1CN(C[C@@H](O1)C)C(=O)C=1C2=C(N(N1)CC(=O)N1CCC(CC1)C1=C(C=C(C=C1)F)C)CCC2 2-{3-[(2R,6S)-2,6-dimethylmorpholine-4-carbonyl]-5,6-dihydrocyclopenta[c]pyrazol-1(4H)-yl}-1-[4-(4-fluoro-2-methylphenyl)piperidin-1-yl]ethan-1-one